C(C)(C)(C)OC(=O)N1C(=NC=C1C1=CC=2C(C3=CC(=CC=C3C2C=C1)Br)(F)F)[C@H]1N(CC(C1)=C)C(=O)OC(C)(C)C.N1=C(C=NC=C1)C=1C(=C(C(=NC1)C1=NC=CN=C1)C1=NC=CN=C1)C1=NC=CN=C1 tetrapyrazinyl-pyridine (S)-tert-butyl-5-(7-bromo-9,9-difluoro-9H-fluoren-2-yl)-2-(1-(tert-butoxycarbonyl)-4-methylenepyrrolidin-2-yl)-1H-imidazole-1-carboxylate